CN(C)\C=N/N=CN(C)C ((Z)-(dimethylamino)methylene)-N,N-dimethylformohydrazonamide